2-(4-chlorophenyl)-N-(2-methoxyethyl)-N-methyl-benzotriazol-5-amine ClC1=CC=C(C=C1)N1N=C2C(=N1)C=CC(=C2)N(C)CCOC